NC=1C(=NN(C1C(=O)OCC)C1=CC=C(C=C1)CNC(C1=C(C=CC(=C1)F)OC)=O)C1CCC(CC1)(F)F ethyl 4-amino-3-(4,4-difluorocyclohexyl)-1-(4-((5-fluoro-2-methoxybenzamido)methyl)phenyl)-1H-pyrazole-5-carboxylate